5-amino-3-methyl-1,2,4-triazole NC1=NC(=NN1)C